1-[(6,7-dimethoxyquinazolin-4-yl)imino]-1λ6-thiomorpholin-1-one COC=1C=C2C(=NC=NC2=CC1OC)N=S1(CCNCC1)=O